C(C)(C)(C)OC(N[C@H]1CSC2=C(N(C1=O)CC1=CC=C(C=C1)C1=NOC(=N1)C1CC1)C=C(C=C2)C#N)=O N-[(3R)-7-cyano-5-[[4-(5-cyclopropyl-1,2,4-oxadiazol-3-yl)phenyl]methyl]-4-oxo-2,3-dihydro-1,5-benzothiazepine-3-Yl]carbamic acid tert-butyl ester